FC1=CC=C(C=C1)C(C(=O)N)O (4-fluorophenyl)-2-hydroxyacetamide